FC(CN1N=NC2=C1C=C(C=C2)C=2C(=CN1N=C(N=C(C12)OC)NC1CC(C1)(C)NC(C)=O)F)F N-((1r,3r)-3-((5-(1-(2,2-difluoroethyl)-1H-benzo[d][1,2,3]triazol-6-yl)-6-fluoro-4-methoxypyrrolo[2,1-f][1,2,4]triazin-2-yl)amino)-1-methylcyclobutyl)acetamide